NC1=CC(=NC(=N1)N1CC(C1)(C)O)N1CCC2(CCCC(N2C2=CC(=C(C=C2)F)F)=O)CC1 9-(6-amino-2-(3-hydroxy-3-methylazetidin-1-yl)pyrimidin-4-yl)-1-(3,4-difluorophenyl)-1,9-diazaspiro[5.5]undecan-2-one